CC1=CC=C(C=C1)C1=C(C=CC(=C1)N)C1=CC=C(N)C=C1 (4-methylphenyl)-benzidine